5-Fluoro-3-[3-(4-methansulfonylphenyl)-1,2-oxazol-5-yl]-6-(2-methoxyethoxy)-1H-indazol FC=1C=C2C(=NNC2=CC1OCCOC)C1=CC(=NO1)C1=CC=C(C=C1)S(=O)(=O)C